1-((1R,4S,5S)-5-(4-((4-([1,2,4]triazolo[1,5-a]pyridin-7-yloxy)-3-methylphenyl)amino)pyrrolo[2,1-f][1,2,4]triazin-5-yl)-2-azabicyclo[2.2.2]octan-2-yl)prop-2-en-1-one N=1C=NN2C1C=C(C=C2)OC2=C(C=C(C=C2)NC2=NC=NN1C2=C(C=C1)[C@@H]1[C@H]2CN([C@@H](C1)CC2)C(C=C)=O)C